ClC1=C2C=C(NC2=CC=C1C1=CC=NC=C1)C1=CC=NC=C1 4-chloro-2,5-bis(pyridin-4-yl)-1H-indole